4-(8-methyl-7-(piperidine-1-carbonyl)-2,3-dihydro-4H-benzo[b][1,4]oxazin-4-yl)benzoic acid CC1=C(C=CC2=C1OCCN2C2=CC=C(C(=O)O)C=C2)C(=O)N2CCCCC2